C1(=CC=CC=C1)O.[I].[I].[I] triiodine phenol